C1=CC=C2C(=C1)C=CC=C2NC(=O)C3=CC=CC=C3C(=O)O The molecule is a dicarboxylic acid monoamide which results from addition of one equivalent of 1-naphthylamine to phthalic anhydride. It has a role as a herbicide. It is a dicarboxylic acid monoamide, a carboxylic acid and a N-(1-naphthyl)carboxamide. It is a conjugate acid of a naptalamate.